C(C)OC(C)(C)C 2-Ethoxy-2-methylpropan